ClC1=C(C=C(C=C1)F)C1=CC=C(N=N1)NC1C[C@@H]2[C@@H](CN(C2)CC2=CC=C(C=C2)OC)C1 (3aR,5s,6aS)-N-[6-(2-chloro-5-fluoro-phenyl)pyridazin-3-yl]-2-[(4-methoxyphenyl)methyl]-3,3a,4,5,6,6a-hexahydro-1H-cyclopenta[c]pyrrol-5-amine